FC(F)(F)C1=C(C(=C(C(=O)N)C=C1)CC1=CC=CC=C1)NC=1N=NC(=CC1)C1=CC=CC=C1 trifluoromethyl-(benzyl)-3-((6-phenyl-pyridazin-3-yl)amino)benzamide